(R)-2-(1-(1-(6,7-difluoro-1-oxo-1,2-dihydroisoquinolin-4-yl)ethyl)-3-(4-fluorophenyl)ureido)ethane-1-sulfonamide FC=1C=C2C(=CNC(C2=CC1F)=O)[C@@H](C)N(C(=O)NC1=CC=C(C=C1)F)CCS(=O)(=O)N